4-methoxy-3-[6-(2-methylsulfonyl-2,6-diazaspiro[3.3]hept-6-yl)-3-pyridinyl]-1H-indazole COC1=C2C(=NNC2=CC=C1)C=1C=NC(=CC1)N1CC2(CN(C2)S(=O)(=O)C)C1